CCC1(C2=CC=CC=C2C3=C1C=C(C=C3)Br)CC 2-bromo-9,9'-diethylfluorene